F\C(\CNC(=O)[C@H]1N([C@@H]2C[C@@H]2C1)C(=O)OC(C)(C)C)=C(/C)\C1=CC=CC=C1 tert-Butyl (1R,3S,5R)-3-(((E)-2-fluoro-3-phenylbut-2-en-1-yl)carbamoyl)-2-azabicyclo[3.1.0]hexane-2-carboxylate